CCCC(CCCCCCC)=O undecan-4-one